N1=CC=C(C=C1)SCCSC1=CC=NC=C1 1,2-di(4-pyridylthio)ethane